6'-(((1S,3S)-3-((6-(difluoromethoxy)-1,2,4-triazin-3-yl)amino)cyclopentyl)amino)-2H-[1,3'-bipyridinyl]-2-one FC(OC1=CN=C(N=N1)N[C@@H]1C[C@H](CC1)NC1=CC=C(C=N1)N1C(C=CC=C1)=O)F